COC1=C2C=C(NC2=CC(=C1)C(F)(F)F)C(=O)OC methyl 4-methoxy-6-(trifluoromethyl)-1H-indole-2-carboxylate